tert-Butyl (1r,4r)-4-hydroxy-1-(trifluoromethyl)cyclohexane-1-carboxylate OC1CCC(CC1)(C(=O)OC(C)(C)C)C(F)(F)F